(5Z)-8-[(tetrahydro-2H-pyran-2-yl)oxy]-5-octen-1-yneN O1C(CCCC1)OCC\C=C/C=CC#C